7-(1-{4-[3-(5-Tert-butyl-2H-pyrazol-3-yl)-ureido]-phenyl}-1H-benzimidazol-5-yloxy)-heptanoic acid ethyl ester C(C)OC(CCCCCCOC1=CC2=C(N(C=N2)C2=CC=C(C=C2)NC(=O)NC=2NN=C(C2)C(C)(C)C)C=C1)=O